C(#CC)C1(CC=C(C=C1)OCC=1C=C(C=CC1)C1=CC=C(C=C1)C(F)(F)F)C(C(=O)O)C (3S)-1-propyn-1-yl-4-[[4'-(trifluoromethyl)[1,1'-biphenyl]-3-yl]methoxy]phenylpropionic acid